C(C)(=O)C1=NC=CC=C1CCNC(OC(C)(C)C)=O tert-butyl (2-(2-acetylpyridin-3-yl)ethyl)carbamate